1-(1-(5-vinylpyridin-2-yl)piperidin-4-yl)ethanol C(=C)C=1C=CC(=NC1)N1CCC(CC1)C(C)O